Cl.[C@@]12(CNC[C@@H]2C1)C1=CC=C(C=C1)C=1C=NC(=C(C(=O)NC23CCC(CC2)(CC3)O)C1)N 5-(4-((1S,5R)-3-azabicyclo[3.1.0]hexan-1-yl)phenyl)-2-amino-N-(4-hydroxybicyclo[2.2.2]octan-1-yl)nicotinamide HCl salt